6-(2-chloro-3-methyl-4-nitrophenyl)pyridin-2-amine ClC1=C(C=CC(=C1C)[N+](=O)[O-])C1=CC=CC(=N1)N